NC1=C(C(=C(C=C1)C1=C(C=CC=C1)C(F)(F)F)C(F)(F)F)N diamino-2,2'-bistrifluoromethylbiphenyl